N-(4-(1-isopropyl-1H-pyrazol-4-ylsulfonyl)benzyl)imidazo[1,2-a]pyridine-6-carboxamide C(C)(C)N1N=CC(=C1)S(=O)(=O)C1=CC=C(CNC(=O)C=2C=CC=3N(C2)C=CN3)C=C1